C(#C)C=1C=C(C=CC1)B1OC(C)(C)C(C)(C)O1 (3-ethynylphenyl)boronic acid pinacol ester